C1(CC1)C=1C=C2C(=C(N(C2=CC1)CCC(=O)O)C1=CC=CC=C1)C1=C(C=NC=C1)OC 3-(5-cyclopropyl-3-(3-methoxypyridin-4-yl)-2-phenyl-1H-indol-1-yl)propanoic acid